3-{([(4-methoxybenzyl)oxy]methyl)-4-methylphenyl}-2-methylpropanoate COC1=CC=C(COCC2=C(C=CC(=C2)C)CC(C(=O)[O-])C)C=C1